C1(CC1)CC1(OC1)C1=CC=C(C=C1)F 2-(cyclopropylmethyl)-2-(4-fluorophenyl)oxirane